4-((s)-2-((S)-2-((((9H-fluoren-9-yl)methoxy)carbonyl)amino)propanamido)propanamido)benzyl methoxy(2-(methylamino)ethyl)carbamate CON(C(OCC1=CC=C(C=C1)NC([C@H](C)NC([C@H](C)NC(=O)OCC1C2=CC=CC=C2C=2C=CC=CC12)=O)=O)=O)CCNC